C(C1=CC=CC=C1)OC1=CC(=C(C=C1)CCOCOC)[N+](=O)[O-] 4-(benzyloxy)-1-[2-(methoxymethoxy)ethyl]-2-nitrobenzene